(S)-(1-(1-(4-fluorophenyl)pyrrolidin-3-yl)-1H-pyrazol-4-yl)methylamine hydrochloride Cl.FC1=CC=C(C=C1)N1C[C@H](CC1)N1N=CC(=C1)CN